(1S,3S)-2-acryloyl-1-(benzo[d][1,3]dioxol-5-yl)-N-cyclopropyl-2,3,4,9-tetrahydro-1H-pyrido[3,4-b]indole-3-carboxamide C(C=C)(=O)N1[C@H](C=2NC3=CC=CC=C3C2C[C@H]1C(=O)NC1CC1)C1=CC2=C(OCO2)C=C1